5-((17-Amino-3,6,9,12,15-pentaoxaheptadecyl)amino)-2-(2,6-dioxopiperidin-3-yl)isoindoline-1,3-dione NCCOCCOCCOCCOCCOCCNC=1C=C2C(N(C(C2=CC1)=O)C1C(NC(CC1)=O)=O)=O